ClC1=C(C=CC=C1)S(=O)(=O)N1N=CC(=C1)C=O 1-((2-chlorophenyl)sulfonyl)-1H-pyrazole-4-carbaldehyde